NC=1SC2=C(N1)C(=CC(=C2)C(=O)OC)Cl methyl 2-amino-4-chlorobenzo[d]thiazole-6-carboxylate